ClC=1C=2N(C=C(C1C)C=1NC3=CC=C(C=C3C1C(C)C)C1CCN(CC1)CCN1S(CCC1)(=O)=O)C=NN2 2-(2-(4-(2-(8-chloro-7-methyl-[1,2,4]triazolo[4,3-a]pyridin-6-yl)-3-isopropyl-1H-indol-5-yl)piperidin-1-yl)ethyl)isothiazolidine 1,1-dioxide